BrC1=NN(C=2C1=NC(=CC2C2=CC=NN2C)N2C(COCC2)C)C 4-(3-bromo-1-methyl-7-(1-methyl-1H-pyrazol-5-yl)-1H-pyrazolo[4,3-b]pyridin-5-yl)-3-methylmorpholine